C(C1=CC=CC=C1)N(CC(=O)OCC)CC1NC2=CC=CC=C2N(C1)C1=CC=C(C=C1)C(F)(F)F ethyl N-benzyl-N-((4-(4-(trifluoromethyl)phenyl)-1,2,3,4-tetrahydroquinoxalin-2-yl)methyl)glycinate